N=1N2C(=C(C1)NC1=NC=CC(=N1)C1=CC=CC(=N1)C1=CC(=NO1)[C@]1(C(N(CC1)C)=O)O)CCC2 (R)-3-(5-(6-(2-((5,6-Dihydro-4H-pyrrolo[1,2-b]pyrazol-3-yl)amino)pyrimidin-4-yl)pyridin-2-yl)isoxazol-3-yl)-3-hydroxy-1-methylpyrrolidin-2-one